tert-butyl (S)-(5-((3-((3,5-dimethylbenzyl)amino)-4-oxo-4,6,7,8-tetrahydropyrrolo[1,2-a]pyrimidine-6-carboxamido)methyl)-6-methylpyridin-2-yl)carbamate CC=1C=C(CNC2=CN=C3N(C2=O)[C@@H](CC3)C(=O)NCC=3C=CC(=NC3C)NC(OC(C)(C)C)=O)C=C(C1)C